C(C)(C)(C)OC(=O)N(C(OC(C)(C)C)=O)C1=NN2C(C=C(C=C2)C2=C(C(=C(C=C2)F)O)F)=N1 tert-butyl (tert-butoxycarbonyl)(7-(2,4-difluoro-3-hydroxyphenyl)-[1,2,4]triazolo[1,5-a]pyridin-2-yl)carbamate